COC1=CC2=C(C=C1)N=CN=C2NCC3=CC4=C(C=C3)OCO4 4-{[3',4'-(Methylenedioxy)benzyl]amino}-6-methoxyquinazoline